4-(tert-butyl)-2-(N-methylbenzamido)-6-methylphenyl benzoate C(C1=CC=CC=C1)(=O)OC1=C(C=C(C=C1C)C(C)(C)C)N(C(C1=CC=CC=C1)=O)C